C(CCCCCCCCCCCCC)(O)(O)O tetradecanetriol